Cl.NC1CCC(CC1)CC(=O)OCC ethyl 2-(4-aminocyclohexyl)acetate HCl